(S)-3-(6-(3-methylpiperidine-1-carbonyl)naphthalen-1-yl)-1,7-naphthyridin-8(7H)-one C[C@@H]1CN(CCC1)C(=O)C=1C=C2C=CC=C(C2=CC1)C=1C=NC=2C(NC=CC2C1)=O